N-[2-(4,5-difluoro-1H-indol-3-yl)ethyl]-N-ethylpropane-1-amine FC1=C2C(=CNC2=CC=C1F)CCN(CCC)CC